C(C(=C)C)(=O)OC(CC)C γ-n-butyl methacrylate